iodo-1,1'-biphenyl-4-carbonitrile IC1=C(C=CC(=C1)C#N)C1=CC=CC=C1